6,8-DIMERCAPTO-OCTANOIC ACID AMIDE SC(CCCCC(=O)N)CCS